OC=1C=C(C2=CC=CC=C2C1)C1=CC=C2C(=NC(=NC2=C1)OC[C@H]1N(CCC1)C)N1[C@H]2CN(C[C@@H]1CC2)C(=O)NC=2C=NC=CC2 (1R,5S)-8-(7-(3-hydroxynaphthalen-1-yl)-2-(((S)-1-methylpyrrolidin-2-yl)methoxy)quinazolin-4-yl)-N-(pyridin-3-yl)-3,8-diazabicyclo[3.2.1]octane-3-carboxamide